Fluoroprolinol HCl Cl.FN1[C@@H](CCC1)CO